4-amino-1-[(2R,4S,5R)-5-cyclopropyl-4-hydroxy-5-(hydroxymethyl)oxolan-2-yl]-5-fluoropyrimidin-2-one NC1=NC(N(C=C1F)[C@@H]1O[C@@]([C@H](C1)O)(CO)C1CC1)=O